6-cyano-N-(4-fluorophenyl)-2-(1H-imidazol-1-yl)pyrimidine-4-carboxamide C(#N)C1=CC(=NC(=N1)N1C=NC=C1)C(=O)NC1=CC=C(C=C1)F